O[C@@H]([C@@H](C(=O)OC)NC(C1=CC=CC=C1)(C1=CC=CC=C1)C1=CC=CC=C1)C methyl (2S,3R)-3-hydroxy-2-(tritylamino)butanoate